(S)-N-[(S)-7-methoxy-2,3-dihydro-1H-inden-1-yl]-2-methylpropan-2-sulfinamide COC=1C=CC=C2CC[C@@H](C12)N[S@@](=O)C(C)(C)C